6'H-spiro[oxetane-3,3'-[1,4]thiazepino[2,3,4-ij]quinazolin]-6'-one S1CC2(CN3C(N=CC4=CC=CC1=C34)=O)COC2